1-((benzyl-oxy)carbonyl)-2-methyl-3-oxopiperazine-2-carboxylic acid C(C1=CC=CC=C1)OC(=O)N1C(C(NCC1)=O)(C(=O)O)C